1,2-dibenzoyl-ethane C(C1=CC=CC=C1)(=O)CCC(C1=CC=CC=C1)=O